N-cyclooctyl-2-cyclopropyl-4H-pyrrolo[2,3-d]thiazole-5-formamide C1(CCCCCCC1)NC(=O)C1=CC2=C(N=C(S2)C2CC2)N1